[Br-].C(C)OC(C(CC)[P+](C1=CC=CC=C1)(C1=CC=CC=C1)C1=CC=CC=C1)=O (1-ethoxy-1-oxobutan-2-yl)triphenylphosphonium bromide